C(C)(C)(C)[Si](C)(C)O[C@H](COC1=CC(=CC(=C1)Br)Br)C tert-butyl-([[(2S)-1-(3,5-dibromophenoxy)propan-2-yl]oxy])dimethylsilane